NC1=C(C(=O)NC(C)C)C=C(C=N1)C1=C(C=C(C=C1)NC([C@@H](O)C1=CC(=CC=C1)Cl)=O)CC (S)-2-amino-5-(4-(2-(3-chlorophenyl)-2-hydroxyacetamido)-2-ethylphenyl)-N-isopropylnicotinamide